NC1=CC=C(C=C1)OC1=CC=C(C=C1)N Para-aminophenyl ether